2-Oxo-2-((1-(pyridin-4-yl)ethyl)((5-(trifluoromethyl)pyridin-2-yl)methyl)amino)acetic acid methyl ester COC(C(N(CC1=NC=C(C=C1)C(F)(F)F)C(C)C1=CC=NC=C1)=O)=O